(R)-1-((tert-butyldimethylsilyl)oxy)-3-((4-methoxybenzyl)oxy)propan-2-ol [Si](C)(C)(C(C)(C)C)OC[C@@H](COCC1=CC=C(C=C1)OC)O